2-β-aminoethylthiopyridine hydrochloride Cl.NCCSC1=NC=CC=C1